N1-(2-((1R,4R)-5-(4-chloro-2-fluorophenyl)-2,5-diazabicyclo[2.2.1]heptan-2-yl)phenyl)-N4,N4-dimethylbenzene-1,4-disulfonamide ClC1=CC(=C(C=C1)N1[C@H]2CN([C@@H](C1)C2)C2=C(C=CC=C2)NS(=O)(=O)C2=CC=C(C=C2)S(=O)(=O)N(C)C)F